azelaic acid-d1 C(CCCCCCCC(=O)O[2H])(=O)O